2-oxa-hexylboric acid C(OCCCC)OB(O)O